Methylenedioxypyrrolepentanone C1OC2=C(NC=C2O1)CCCC(C)=O